FC1=C(COC=2C(=CC(=C(C2)B2OC(C(O2)(C)C)(C)C)F)OC)C(=CC=C1F)OC 2-(5-((2,3-difluoro-6-methoxybenzyl)oxy)-2-fluoro-4-methoxyphenyl)-4,4,5,5-tetramethyl-1,3,2-dioxaborolan